2-amino-3,5-dibromobenzyl-amine NC1=C(CN)C=C(C=C1Br)Br